6-((1S,4S)-2,5-diazabicyclo[2.2.1]heptan-2-yl)-N-(2,3-difluoro-4-(((R)-tetrahydrofuran-3-yl)methoxy)phenyl)pyrido[3,2-d]pyrimidin-4-amine [C@@H]12N(C[C@@H](NC1)C2)C=2C=CC=1N=CN=C(C1N2)NC2=C(C(=C(C=C2)OC[C@H]2COCC2)F)F